FC1=C(C=C(C=C1C)NC=1C(=NC=CC1)N)C N3-(4-fluoro-3,5-dimethylphenyl)pyridine-2,3-diamine